3-(6-((2-(2-(2-Aminoethoxy)ethoxy)ethyl)amino)-9H-pyrido[2,3-b]indol-9-yl)piperidine-2,6-dione NCCOCCOCCNC=1C=C2C3=C(N(C2=CC1)C1C(NC(CC1)=O)=O)N=CC=C3